2-((3,5-dichloro-4-(2-fluoro-4-hydroxy-3-isopropylbenzyl)benzyl)thio)-N-methylacetamide ClC=1C=C(CSCC(=O)NC)C=C(C1CC1=C(C(=C(C=C1)O)C(C)C)F)Cl